N1C(=CC=2C=NC=CC21)CNC(CN2C(=NC=C(C2=O)NC(CCC2=CC=CC=C2)=O)C2=CC=CC=C2)=O N-(1-(2-(((1H-pyrrolo[3,2-c]pyridin-2-yl)methyl)amino)-2-oxoethyl)-6-oxo-2-phenyl-1,6-dihydropyrimidin-5-yl)-3-phenylpropionamide